N1N=NN=C1C1=CC=C(C=N1)NCC1=C(C(=CC(=C1)Cl)Cl)O 2-(((6-(1H-tetrazol-5-yl)pyridin-3-yl)amino)methyl)-4,6-dichlorophenol